4-(2-hydroxy-prop-2-yl)-2-methoxybenzoic acid OC(C)(C)C1=CC(=C(C(=O)O)C=C1)OC